[N+](=O)([O-])C1=CC=C(C=C1)S(=O)(=O)N1CC(CCC1)CNCC#N 2-(((1-((4-Nitrophenyl)sulfonyl)piperidin-3-yl)methyl)amino)acetonitrile